3-(5-chloro-6-oxo-pyridazin-1-yl)propanal ClC1=CC=NN(C1=O)CCC=O